[Br-].N12CCCC(CC1)C2 azabicyclo[3.2.1]octane Bromide